FS(F)(F)(F)(F)S(F)(F)(F)(F)F disulphur decafluoride